CN(C/C=C/C(=O)N(C)[C@@H]1C[C@@H](C1)OC1=C2C=NNC2=CC(=C1)C1=CC=C(C=C1)O)C cis-(E)-4-(dimethylamino)-N-[3-[[6-(4-hydroxyphenyl)-1H-indazol-4-yl]oxy]Cyclobutyl]-N-methylbut-2-enamide